(6-Methyl-2-oxo-1-(2,2,2-trifluoroethyl)-5-(2,3,6-trifluorophenyl)piperidin-3-yl)carbamic acid Tert-butyl ester C(C)(C)(C)OC(NC1C(N(C(C(C1)C1=C(C(=CC=C1F)F)F)C)CC(F)(F)F)=O)=O